F[C@@H]1[C@]2(CC[C@@H](C[C@@H]1N(C1=CC=C(N=N1)C1=C(C=C(C=C1)N1N=CC(=C1)F)O)C)N2)C 2-(6-(((1R,2S,3S,5S)-2-fluoro-1-methyl-8-azabicyclo[3.2.1]octan-3-yl)(methyl)amino)pyridazin-3-yl)-5-(4-fluoro-1H-pyrazol-1-yl)phenol